CC(C)(C)OC(=O)NC1CC(C1)N cis-tert-butyl N-(3-aminocyclobutyl)carbamate